NC=1C2=C(N=CN1)C(=NC(=C2)NC)C=2C(=C(C=CC2C)O)C (R)-3-(4-amino-6-(methylamino)pyrido[3,4-d]pyrimidin-8-yl)-2,4-dimethylphenol